1-oxyl-2,2,6,6-tetramethyl-4-t-butoxypiperidine ON1C(CC(CC1(C)C)OC(C)(C)C)(C)C